ClC1=C(C(=O)N2CC3=CC=CC(=C3CC2)[C@H](CC(=O)O)C2=CC3=C(N(N=N3)C)C(=C2)OC)C=CC(=C1)OCC1CC1 (R)-3-[2-(2-chloro-4-cyclopropylmethoxybenzoyl)-1,2,3,4-tetrahydroisoquinolin-5-yl]-3-(7-methoxy-1-methyl-1H-benzo[d][1,2,3]triazol-5-yl)propionic acid